NC1=C(C=C(C=C1)N1CCC(CC1)N(CCCS(=O)(=O)C)C)NC(OC(C)(C)C)=O tert-butyl (2-amino-5-(4-(methyl(3-(methylsulfonyl)propyl)amino)piperidin-1-yl)phenyl)carbamate